C(C)(C)(C)OC(=O)N1[C@H](C[C@H](C1)O)C1=CC(=C(C=C1)Br)F (cis)-2-(4-bromo-3-fluorophenyl)-4-hydroxypyrrolidine-1-carboxylic acid tert-butyl ester